C(C=C)(=O)OC(CC)CCCCCCCOC(C=C)=O C3,10-decanediol diacrylate